COC1=C(C=CC=C1)C=1OC(=CC1)C1=CC=C(C=C1)OC 2-(2-methoxyphenyl)-5-(4-methoxyphenyl)furan